(1''R,2''R)-3',5'-dihydroxy-5''-methyl-2''-(prop-1-en-2-yl)-1'',2'',3'',4''-tetrahydro-[1,1':4',1''-terphenyl]-4-carboxylic acid OC=1C=C(C=C(C1[C@H]1[C@@H](CCC(=C1)C)C(=C)C)O)C1=CC=C(C=C1)C(=O)O